N(=[N+]=[N-])CCOC1=CC=C2CC(C3(C2=C1)CCC(CC3)(C(=O)O)NC3=CC(=CC=C3)Cl)C[C@H](COC3=CC=NC=1CCC[C@H](C31)C)C 6'-(2-azidoethoxy)-4-(3-chloroanilino)-2'-[(2R)-2-methyl-3-{[(5R)-5-methyl-5,6,7,8-tetrahydroquinolin-4-yl]oxy}propyl]-2',3'-dihydrospiro[cyclohexane-1,1'-indene]-4-carboxylic acid